COC=1C(=CC=2C3C(N4C(C2C1)=CC(C(=C4)C(=O)O)=O)CCC3)OCCCOC 10-methoxy-11-(3-methoxypropoxy)-7-oxo-1,2,3,3a,7,12b-hexahydrocyclopenta[c]pyrido[2,1-a]isoquinoline-6-carboxylic acid